(3-tert-butylphenyl)(mesityl)iodonium trifluoromethanesulfonate FC(S(=O)(=O)[O-])(F)F.C(C)(C)(C)C=1C=C(C=CC1)[I+]C1=C(C=C(C=C1C)C)C